O[Si](CCC[N+](CCCCCCCCCCCCCCCCCC)(C)C)(OCC(C)O)O N-(3-(dihydroxy(2-hydroxypropoxy)silyl)propyl)-N,N-dimethyloctadecan-1-aminium